tert-butyl-2-(acetoxymethyl)-1,1-difluoro-6-azaspiro[2.5]octane C(C)(C)(C)C1(C(C12CCNCC2)(F)F)COC(C)=O